(E)-4-(tert-butylamino)-N-(2-cyano-4-(8-(1,6-dimethyl-1H-benzo[d]imidazol-5-yl)indolizin-3-carbonyl)phenyl)but-2-enamide dipropyl-cyclohexane-1,2-dicarboxylate C(CC)OC(=O)C1C(CCCC1)C(=O)OCCC.C(C)(C)(C)NC/C=C/C(=O)NC1=C(C=C(C=C1)C(=O)C1=CC=C2C(=CC=CN12)C1=CC2=C(N(C=N2)C)C=C1C)C#N